CS(=O)(=O)C1=CC=C(C=C1)C=1N=C(N=NC1)SC 5-(4-methanesulfonylphenyl)-3-(methylsulfanyl)-1,2,4-triazine